FC1=C(C(=O)OC)C(=CC(=C1)[N+](=O)[O-])F methyl 2,6-difluoro-4-nitrobenzoate